methyl 3-((5-acetyl-2-chloropyridin-4-yl) amino)-2-methoxybenzoate C(C)(=O)C=1C(=CC(=NC1)Cl)NC=1C(=C(C(=O)OC)C=CC1)OC